The molecule is an iron coordination entity, being a complex of mycobactin T with iron(III). It derives from a desferrimycobactin T. CCCCCCCCCCCCCCCCCCCC(=O)N(CCCC[C@@H](C(=O)O[C@H](C)CC(=O)N[C@H]1CCCCN(C1=[OH+])O)NC(=O)[C@H]2COC(=N2)C3=CC=CC=C3O)O.[Fe]